1-[chloro(ethoxy)phosphoryl]oxyethane ClP(=O)(OCC)OCC